N-(4-((1,3-dihydroxy-2-(hydroxymethyl)propan-2-yl)amino)-4-oxobutyl)benzamide OCC(CO)(CO)NC(CCCNC(C1=CC=CC=C1)=O)=O